C(C)C1=C(C=CC(=C1)S(=O)(=O)C1=C(C=CC=C1)F)NC(=O)C1=NC=CC=C1 N-[2-ethyl-4-(2-fluorobenzenesulfonyl)phenyl]pyridine-2-carboxamide